methyl 2-(4-isopropyl-7-((N-methylacetamido)methyl)-1-oxopyrrolo[1,2-d][1,2,4]triazin-2(1H)-yl)acetate C(C)(C)C1=NN(C(C=2N1C=C(C2)CN(C(C)=O)C)=O)CC(=O)OC